CN(NCC1=NN(C=C1)C1=CC=C(C=C1)C(F)(F)F)C(C)=O N-methyl-N'-((1-(4-(trifluoromethyl)phenyl)-1H-pyrazol-3-yl)methyl)acetohydrazide